C(C(C)C)C1=CC(=C(C=C1)CCC)C 3-(4-isobutyl-2-methylphenyl)propan